C1(CC1)COC=1C=C(C(=O)O)C=C(C1C1=CN(C2=NC=C(C=C21)C=2C(=NOC2C)C)[C@@H](C)C2=NC=CC=C2)OC (S)-3-(cyclopropylmethoxy)-4-(5-(3,5-dimethylisoxazol-4-yl)-1-(1-(pyridin-2-yl)ethyl)-1H-pyrrolo[2,3-b]pyridin-3-yl)-5-methoxybenzoic acid